C1(CC1)N(CC(=O)NCC(=O)OC)C(CN1N=C(C=2C(=CC=CC12)C1=C(C=C2C=NN(C2=C1)C)F)C1CCNCC1)=O methyl N-cyclopropyl-N-(2-(5'-fluoro-1'-methyl-3-(piperidin-4-yl)-1H,1'H-[4,6'-biindazol]-1-yl)acetyl)glycylglycinate